CC1=CNC2=NC=C(C=C21)C=2C=C1CCN(CC1=C(C2)[C@H]2N(CCC2)C(=O)OC(C)(C)C)C(C(C(F)(F)F)(C(F)(F)F)O)=O (S)-tert-butyl 2-(6-(3-Methyl-1H-pyrrolo[2,3-b]pyridin-5-yl)-2-(3,3,3-trifluoro-2-hydroxy-2-(trifluoromethyl) Propionyl)-1,2,3,4-tetrahydroisoquinolin-8-yl)pyrrolidine-1-carboxylate